CN1C(C=C2N1C=C(C=C2)C(=O)O)=O 1-methyl-2-oxo-1,2-dihydropyrazolo[1,5-a]pyridine-6-carboxylic acid